COC1=C2CCCC(C2=C(C=C1C)OC)=O 5,8-dimethoxy-6-methyl-3,4-dihydronaphthalen-1(2H)-one